O[C@@H]([C@@H](C)OC1=NC(=CC(=C1)C=1C=C(C=CC1C)NC(=O)N1C[C@@H](CC1)CC(F)(F)F)N1CCOCC1)C (S)-N-(3-(2-(((2R,3R)-3-hydroxybutan-2-yl)oxy)-6-morpholinopyridin-4-yl)-4-methylphenyl)-3-(2,2,2-trifluoroethyl)pyrrolidine-1-carboxamide